2',7'-di-tert-butyl-N-(9,9-diphenyl-9H-fluoren-3-yl)spiro[benzo[b]indeno[1,2-d]thiophene-6,9'-fluoren]-8-amine C(C)(C)(C)C1=CC=2C3(C4=CC(=CC=C4C2C=C1)C(C)(C)C)C1=CC(=CC=C1C=1C2=C(SC13)C=CC=C2)NC=2C=CC=1C(C3=CC=CC=C3C1C2)(C2=CC=CC=C2)C2=CC=CC=C2